FC1=NN(C=C1B1OC(C(O1)(C)C)(C)C)C([2H])([2H])[2H] 3-fluoro-1-(methyl-d3)-4-(4,4,5,5-tetramethyl-1,3,2-dioxaborolan-2-yl)-1H-pyrazole